dimethylamino-triethyl-silane CN(C)[Si](CC)(CC)CC